methyl (2S,4R)-4-((6-chloro-5-(4'-((3-((2-hydroxyethoxy)methyl)azetidin-1-yl)methyl)-[1,1'-biphenyl]-4-yl)-1H-benzo[d]imidazol-2-yl)oxy)tetrahydro-2H-pyran-2-carboxylate ClC=1C(=CC2=C(NC(=N2)O[C@H]2C[C@H](OCC2)C(=O)OC)C1)C1=CC=C(C=C1)C1=CC=C(C=C1)CN1CC(C1)COCCO